FC=1C=C2C(=CNC2=CC1F)NC(=O)C1=CC(=NC=C1)OC(C)C N-(5,6-difluoro-1H-indol-3-yl)-2-(propan-2-yloxy)pyridine-4-carboxamide